CC(C)(C)C1=C(C=CC(=C1)C(C)(C)C)OP(OC1=C(C=C(C=C1)C(C)(C)C)C(C)(C)C)OC1=C(C=C(C=C1)C(C)(C)C)C(C)(C)C tris[2,4-di(1,1-dimethylethyl)-phenyl]-phosphite